(S)-N5-(2,6-Difluoropyridin-4-yl)-6-methyl-N3-((R)-1,1,1-trifluoropropan-2-yl)-6,7-dihydropyrazolo[1,5-a]pyrazine-3,5(4H)-dicarboxamide FC1=NC(=CC(=C1)NC(=O)N1CC=2N(C[C@@H]1C)N=CC2C(=O)N[C@@H](C(F)(F)F)C)F